ClC(C1=C(C=CC=C1)C(F)(F)F)Cl 1-(dichloromethyl)-2-(trifluoromethyl)benzene